Cobalt (II) (1-methylheptyl) (2-ethylhexyl) phosphate P(=O)(OC(CCCCCC)C)(OCC(CCCC)CC)[O-].[Co+2].CC(CCCCCC)OP(=O)(OCC(CCCC)CC)[O-]